N-((1R,6S)-2,2-difluoro-6-(((3R,4S)-3-fluoro-1-isopropylpiperidin-4-yl)oxy)cyclohexyl)-2-(2-(3,5-difluorophenyl)-3-(trifluoromethyl)pyridin-4-yl)acetamide FC1([C@@H]([C@H](CCC1)O[C@@H]1[C@@H](CN(CC1)C(C)C)F)NC(CC1=C(C(=NC=C1)C1=CC(=CC(=C1)F)F)C(F)(F)F)=O)F